2-butyl-1-[(1S)-1-(3-fluorophenyl)propyl]-6-hydroxy-5-{[4-(2-methylpyridin-3-yl)phenyl]methyl}-1,4-dihydropyrimidin-4-one C(CCC)C=1N(C(=C(C(N1)=O)CC1=CC=C(C=C1)C=1C(=NC=CC1)C)O)[C@@H](CC)C1=CC(=CC=C1)F